[(1S)-1-methylbutyl]oxyl-8-(methyloxy)-9H-purin-6-amine trifluoroacetate salt FC(C(=O)O)(F)F.C[C@@H](CCC)OC1=NC(=C2N=C(NC2=N1)OC)N